(E)-1-(4-(4-(3-(2,2-difluorobenzo[d][1,3]dioxol-5-yl)acryloyl)piperazine-1-carbonyl)pyridin-2-yl)cyclopropane-1-carbonitrile FC1(OC2=C(O1)C=CC(=C2)/C=C/C(=O)N2CCN(CC2)C(=O)C2=CC(=NC=C2)C2(CC2)C#N)F